4-(3-(2,4-difluorophenyl)-1-methyl-1H-pyrazol-4-yl)pyridine FC1=C(C=CC(=C1)F)C1=NN(C=C1C1=CC=NC=C1)C